FC=1C(=NC(=NC1)N[C@H]1[C@@H](COCC1)O)C1=CC=C2C(C=C(N(C2=C1)C(C)C)CN1C[C@H]([C@H](C1)O)F)=O 7-(5-fluoro-2-(((3S,4R)-3-hydroxytetrahydro-2H-pyran-4-yl)amino)pyrimidin-4-yl)-2-(((3R,4S)-3-fluoro-4-hydroxypyrrolidin-1-yl)methyl)-1-isopropylquinolin-4(1H)-one